C(C(=O)C)(=O)O.[NH4+] ammonium pyruvic acid